1-(phenylsulfonyl)-6-chloro-indole-3-sulfonyl chloride C1(=CC=CC=C1)S(=O)(=O)N1C=C(C2=CC=C(C=C12)Cl)S(=O)(=O)Cl